7-fluoro-2-(4-(methylsulfonyl)phenyl)-6-(1'-(oxetan-3-yl)-[1,4'-bipiperidin]-4-yl)-1H-benzo[d]imidazole FC1=C(C=CC2=C1NC(=N2)C2=CC=C(C=C2)S(=O)(=O)C)C2CCN(CC2)C2CCN(CC2)C2COC2